2-(1-hydroxyethyl)-10-benzyl-10H-phenothiazine-5,5-dioxide OC(C)C1=CC=2N(C3=CC=CC=C3S(C2C=C1)(=O)=O)CC1=CC=CC=C1